1,6-Dimethyl-4-[4-(5-methyl-1,3-benzoxazol-2-yl)piperidin-1-yl]-2-oxo-1,2-dihydro-quinoline-3-carbonitrile CN1C(C(=C(C2=CC(=CC=C12)C)N1CCC(CC1)C=1OC2=C(N1)C=C(C=C2)C)C#N)=O